FC(S(=O)(=O)OC1=CC(CCC1)C(=O)OCC1=CC=CC=C1)(F)F benzyl 3-(((trifluoromethyl)sulfonyl)oxy)cyclohex-2-ene-1-carboxylate